(R)-6-chloro-3-((1-(2-(3-fluoro-6,7-dihydropyrazolo[1,5-a]pyrazin-5(4H)-yl)-3,6-dimethyl-4-oxo-3,4-dihydroquinazolin-8-yl)ethyl)amino)-N-(methylsulfonyl)picolinamide ClC1=CC=C(C(=N1)C(=O)NS(=O)(=O)C)N[C@H](C)C=1C=C(C=C2C(N(C(=NC12)N1CC=2N(CC1)N=CC2F)C)=O)C